2-amino-1-[5-methyl-2-(trifluoromethyl)-1,3-thiazol-4-yl]ethanone hydrochloride ethyl-5-[5-methyl-2-(trifluoromethyl)-1,3-thiazol-4-yl]-1,3-oxazole-4-carboxylate C(C)OC(=O)C=1N=COC1C=1N=C(SC1C)C(F)(F)F.Cl.NCC(=O)C=1N=C(SC1C)C(F)(F)F